(P)-Lithium iron manganese [Mn].[Fe].[Li]